FC1=CC=C(C=N1)C1=CC(=C(C(=O)NC=2C=C(C=CC2C(F)(F)F)[C@@H]2[C@@H](C2)C(=O)O)C(=C1)C)C (1R,2S)-2-[3-{[4-(6-fluoro-3-pyridinyl)-2,6-dimethylbenzoyl]amino}-4-(trifluoromethyl)phenyl]cyclopropanecarboxylic acid